N-(5-(2-(((tert-butyldimethylsilyl)oxy)methyl)-4-fluorophenoxy)pyridin-2-yl)-2-((S)-4,4-difluoro-3-(6-oxo-1,6-dihydropyridin-3-yl)piperidin-1-yl)propanamide [Si](C)(C)(C(C)(C)C)OCC1=C(OC=2C=CC(=NC2)NC(C(C)N2C[C@@H](C(CC2)(F)F)C2=CNC(C=C2)=O)=O)C=CC(=C1)F